C12CN(CC(N1)C2)C=2OC1=C(N2)C(=CC=C1C=1SC=CN1)C(C(F)F)(C)O 2-(2-(3,6-diazabicyclo[3.1.1]heptan-3-yl)-7-(thiazol-2-yl)benzo[d]oxazol-4-yl)-1,1-difluoropropan-2-ol